C1N(CC12CNCC2)C=2N=NC1=CC(=CC(=C1C2)F)C=2C=C(C=1N(N2)C=C(N1)C)C 3-(2,6-Diazaspiro[3.4]oct-2-yl)-7-(2,8-dimethylimidazo[1,2-b]pyridazin-6-yl)-5-fluorocinnoline